5-(4-(2-(3,5-difluorophenyl)-2-hydroxyacetamido)-2-methylphenyl)-N-isopropylnicotinamide FC=1C=C(C=C(C1)F)C(C(=O)NC1=CC(=C(C=C1)C=1C=NC=C(C(=O)NC(C)C)C1)C)O